5-(2-amino-1,3-thiazol-4-yl)-2-(2,4-dichlorophenyl)-1H-pyrrole-3-carboxamide NC=1SC=C(N1)C1=CC(=C(N1)C1=C(C=C(C=C1)Cl)Cl)C(=O)N